C(C)(C)C(C(=O)OCC)(C(=O)OCC)CCCCC diethyl 2-isopropyl-2-pentylmalonate